1-({2-methoxy-5-[(3-methoxyazetidin-1-yl)methyl]-phenyl}methyl)-N7-({spiro-[2.3]hexan-5-yl}methyl)-1H-pyrazolo[4,3-d]pyrimidine-5,7-diamine COC1=C(C=C(C=C1)CN1CC(C1)OC)CN1N=CC=2N=C(N=C(C21)NCC2CC1(CC1)C2)N